NC=1C=2N(C=CN1)C(=NC2C2=CC=C(C=C2)OC2=C(C(=CC=C2)OC)C)C2CCC(CC2)O 4-{8-Amino-1-[4-(3-methoxy-2-methyl-phenoxy)-phenyl]-imidazo[1,5-a]pyrazin-3-yl}-cyclohexanol